[C@H]12OC[C@H](N(C1)C1=C(C=C(C(=C1)OC)NC1=NC=NC(=C1)N1OCC[C@@H]1C1=CC(=CC=C1)OC1=CC=CC=C1)NC(C=C)=O)C2 N-(2-((1R,4R)-2-oxa-5-azabicyclo-[2.2.1]heptan-5-yl)-4-methoxy-5-((6-((R)-3-(3-phenoxyphenyl)-isoxazolidin-2-yl)-pyrimidin-4-yl)-amino)phenyl)-acrylamide